(1,3-dichloro-9,9-dimethylacridin-2-one-7-yl) beta-D-galactopyranoside O([C@H]1[C@H](O)[C@@H](O)[C@@H](O)[C@H](O1)CO)C1=CC=C2N=C3C=C(C(C(=C3C(C2=C1)(C)C)Cl)=O)Cl